ClC1=C(C=CC=C1B1OC(C(O1)(C)C)(C)C)C=1C(=NN(C1C)C)C 4-(2-chloro-3-(4,4,5,5-tetramethyl-1,3,2-dioxaborolan-2-yl)phenyl)-1,3,5-trimethyl-1H-pyrazole